BrC=1C=C(C(N(C1)C(C)C)=O)OC 5-bromo-1-isopropyl-3-methoxypyridin-2(1H)-one